C(=C)OCCCCCC hexyl VINYL ETHER